F[C@@H]1C[C@@](OC1)(C1=NC(=C(C(=C1)C(C)(C)O)F)C1=CC=C(C=C1)F)CC1=C(N=NC2=C(C=C(C=C12)C(=O)N)OC)C (((2R,4R)-4-fluoro-2-(5-fluoro-6-(4-fluorophenyl)-4-(2-hydroxypropan-2-yl)pyridin-2-yl)-tetrahydrofuran-2-yl)methyl)-8-methoxy-3-methylcinnoline-6-carboxamide